2-(N-[4-amino-5-[4-(2-amino-1-methyl-2-oxo-ethoxy)benzoyl]thiazol-2-yl]-4-fluoro-anilino)propanamide NC=1N=C(SC1C(C1=CC=C(C=C1)OC(C(=O)N)C)=O)N(C1=CC=C(C=C1)F)C(C(=O)N)C